[C-]#N.C[NH+]1C(CCC1)C 1,2-dimethylpyrrolidinium cyanide